C1(CC1)N(C=1C2=C(N=CN1)N(C=C2)CC2C(CN(CC2)CC(=O)N)O)CC2=NC=C(C=C2)C(F)(F)F 2-(4-((4-(cyclopropyl((5-(trifluoromethyl)pyridin-2-yl)methyl)amino)-7H-pyrrolo[2,3-d]pyrimidin-7-yl)methyl)-3-hydroxypiperidin-1-yl)acetamide